ClC1=C(C(=O)N(CC2CCOCC2)C)C=CC(=C1)NC=1C=2N(C=CN1)C(=CN2)C2=C(C(=C(C=C2)OC)F)F 2-chloro-4-[[3-(2,3-difluoro-4-methoxy-phenyl)imidazo[1,2-a]pyrazin-8-yl]amino]-N-methyl-N-(tetrahydropyran-4-ylmethyl)benzamide